N-(methyl-d3)-6-(2-(oxetan-3-yl)acetamido)nicotinamide C(NC(C1=CN=C(C=C1)NC(CC1COC1)=O)=O)([2H])([2H])[2H]